dimethoxyethylbenzyl propionate C(CC)(=O)OC(C1=CC=CC=C1)CC(OC)OC